2,3-dibromo-6-chloronaphthalene BrC1=CC2=CC=C(C=C2C=C1Br)Cl